C(C)C1=NN2C(C=C(C=C2C)N2CC3(C2)CN(CC3)C(C(C)(C)O)=O)=C1N(C=1SC(=C(N1)C1=CC=C(C=C1)F)C#N)C 2-((2-ethyl-5-(6-(2-hydroxy-2-methylpropanoyl)-2,6-diazaspiro[3.4]octane-2-yl)-7-methylpyrazolo[1,5-a]pyridin-3-yl)(methyl)amino)-4-(4-fluorophenyl)thiazole-5-carbonitrile